(3R,4R)-1-(5,6-Difluoro-1-((5-fluoropyridin-2-yl)methyl)-1H-benzo[d]imidazol-2-yl)-4-fluoropiperidin-3-amin-hydrochlorid Cl.FC1=CC2=C(N(C(=N2)N2C[C@H]([C@@H](CC2)F)N)CC2=NC=C(C=C2)F)C=C1F